B(OI)([O-])[O-].[IH2+].[IH2+] iodonium (iodo) borate